N-cyclobutyl-6-(4-((1,1-difluoro-9-(piperidin-4-yl)-3,9-diazaspiro[5.5]undecan-3-yl)methyl)indolin-1-yl)-8-(methylamino)imidazo[1,2-b]pyridazine-3-carboxamide trifluoroacetate FC(C(=O)O)(F)F.C1(CCC1)NC(=O)C1=CN=C2N1N=C(C=C2NC)N2CCC1=C(C=CC=C21)CN2CC(C1(CC2)CCN(CC1)C1CCNCC1)(F)F